1-(6-ethyl-8-fluoro-4-methyl-3-(3-methyl-1,2,4-oxadiazol-5-yl)quinolin-2-yl)-N-(tetrahydro-2H-pyran-4-yl)piperidin-4-amine hydrochloride Cl.C(C)C=1C=C2C(=C(C(=NC2=C(C1)F)N1CCC(CC1)NC1CCOCC1)C1=NC(=NO1)C)C